2-(4-methoxyphenyl)benzo[d]isothiazol-3(2H)-one COC1=CC=C(C=C1)N1SC2=C(C1=O)C=CC=C2